C(N)(OC=1C=C(C(=NC1C1=CC=CC=C1)C=1C=NC(=CC1)C#N)C)=O (6'-cyano-3-methyl-6-phenyl-[2,3'-bipyridin]-5-yl) carbamate